CC(C)CCC[C@@H](C)CCC[C@@H](C)CCC\C(\C)=C\CO (E)-Phytol